CC=1C=CC(=NC1)C1=NN2C(N(C3=C(C2=O)CN(C3=O)C(C)C)CC(=O)OC(C)(C)C)=C1 tert-butyl [2-(5-methylpyridin-2-yl)-5,8-dioxo-6-(propan-2-yl)-5,6,7,8-tetrahydro-4H-pyrazolo[1,5-a]pyrrolo[3,4-d]pyrimidin-4-yl]acetate